COC1CCC(CC1)C1=C(C(=NN1C)C(=O)OCC)\N=N\C1=CC=CC=C1 ethyl 5-((1s,4s)-4-methoxycyclohexyl)-1-methyl-4-((E)-phenyldiazenyl)-1H-pyrazole-3-carboxylate